benzyl-2-(piperazin-1-yl)oxazoleN C(C1=CC=CC=C1)C=1N(OCC1)N1CCNCC1